2-bromo-3-methyl-5-(4-pentylphenyl)thieno[3,2-b]thiophene BrC1=C(C2=C(S1)C=C(S2)C2=CC=C(C=C2)CCCCC)C